ethoxy-5-[(2R)-2-ethyl-4-(1-ethylcyclopentanecarbonyl)piperazin-1-yl]-N-[2-(methylamino)ethyl]-[2,3'-bipyridine]-6-carboxamide C(C)OC=1C(=NC(=C(C1)N1[C@@H](CN(CC1)C(=O)C1(CCCC1)CC)CC)C(=O)NCCNC)C=1C=NC=CC1